COC(C1=C(C=CC(=C1)Cl)OC)=O.ClC(C(C)Cl)[Si](Cl)(Cl)Cl 1,2-dichloropropyl-trichlorosilane methyl-5-chloro-2-methoxy-benzoate